C(C)C1(COC1)COCC1CC2C(CC1)O2 3-ethyl-3-(3,4-epoxycyclohexylmethyl)oxymethyloxetane